C1(CC1)C1N(CC12CCOCC2)C=2C=CC=C1C=NC(=NC21)NC2CCN(CC2)S(=O)(=O)C 8-(1-cyclopropyl-7-oxa-2-azaspiro[3.5]nonan-2-yl)-N-(1-(methylsulfonyl)piperidin-4-yl)quinazolin-2-amine